2-methyl-1,10-phenanthroline CC1=NC2=C3N=CC=CC3=CC=C2C=C1